4-(4-((1R,5S)-3,8-diazabicyclo[3.2.1]oct-3-yl)-8-fluoro-2-(((S)-1-methylpyrrolidin-2-yl)methoxy)-5-(propynyl)pyrido[4,3-d]pyrimidin-7-yl)-6-fluoronaphthalen-2-ol [C@H]12CN(C[C@H](CC1)N2)C=2C1=C(N=C(N2)OC[C@H]2N(CCC2)C)C(=C(N=C1C#CC)C1=CC(=CC2=CC=C(C=C12)F)O)F